[Ru](Cl)Cl.C(C)(C)C1=CC=C(C=C1)C (1-isopropyl-4-methyl-benzene) ruthenium dichloride